N[C@H](C(=O)O)CC=1N=CSC1 (S)-2-amino-3-(thiazol-4-yl)propionic acid